CS(=O)(=O)C1=NC=C(C=N1)C=CCCCC(=O)N 6-(2-(methylsulfonyl)pyrimidin-5-yl)-5-hexenamide